C(C)OC[C@]1(CNCC1)CCC1=CSC(=C1)C (R)-3-(ethoxymethyl)-3-(2-(5-methylthiophen-3-yl)ethyl)pyrrolidine